(R)-2-([3,4'-bipiperidin]-1-yl)ethane-1-sulfonamide dihydrochloride Cl.Cl.N1(C[C@H](CCC1)C1CCNCC1)CCS(=O)(=O)N